C1=CC=CC=2C3=CC=CC=C3C(C12)COC(=O)N[C@H](C(=O)O)[C@H](C)OC (2S,3S)-2-((((9H-fluoren-9-yl)methoxy)carbonyl)amino)-3-methoxybutanoic acid